11-(chloroacetyl)-5,11-dihydro-6H-pyrido[2,3-b][1,4]benzodiazepine ClCC(=O)N1C2=C(NCC3=C1C=CC=C3)C=CC=N2